methyl-hydroxy-2-methyl-1,3-propanediol CC(C(CO)C)(O)O